ClC1=C2C(=NN(C2=C(C=C1)N1C(=NC2=CC(=CC(=C2C1=O)F)F)[C@H](CC1=CC(=CC(=C1)F)F)NC(OC(C)(C)C)=O)C)N(S(=O)(=O)C)CC1=CC=C(C=C1)OC tert-butyl (S)-(1-(3-(4-chloro-3-(N-(4-methoxybenzyl)methylsulfonamido)-1-methyl-1H-indazol-7-yl)-5,7-difluoro-4-oxo-3,4-dihydroquinazolin-2-yl)-2-(3,5-difluorophenyl)ethyl)carbamate